2-azaindole N1N=CC2=CC=CC=C12